FC1=C(C=CC=C1)NC1=NC2=C(N1)C=C(C=C2C(F)(F)F)C(F)(F)F N-(2-fluorophenyl)-4,6-bis(trifluoromethyl)-1H-benzo[d]imidazol-2-amine